4-(5-methyl-1H-imidazol-2-yl)piperidine hydrochloride Cl.CC1=CN=C(N1)C1CCNCC1